FC=1C=C(C=C(C1)F)[C@@H]1N(OCC1)C1=CC(=NC=N1)NC=1C(=CC(=C(C1)NC(C=C)=O)N1CCC(CC1)N1C[C@@H](OCC1)C)OC N-(5-((6-((R)-3-(3,5-difluorophenyl)-isoxazolidine-2-yl)pyrimidine-4-yl)amino)-4-methoxy-2-(4-((S)-2-methylmorpholino)piperidine-1-yl)phenyl)acrylamide